FC=1C=NC(=NC1)N[C@@H]1CN(C[C@H]1OCC1=CC=C(C=C1)C(F)(F)F)C(\C=C/C)=O (Z)-1-((3R,4R)-3-((5-fluoropyrimidin-2-yl)amino)-4-((4-(trifluoromethyl)benzyl)oxy)pyrrolidin-1-yl)but-2-en-1-one